FC=1C(=C(C#N)C(=CC1)F)I 3,6-difluoro-2-iodo-benzonitrile